fluoro-N-(1-methyl-3-(pyridin-2-yl)-1H-pyrazol-4-yl)-[2,3'-bipyridine] FC1=C(N(CC=C1)C=1C(=NN(C1)C)C1=NC=CC=C1)C=1C=NC=CC1